3-(2-(6-methylhept-5-en-2-yl)-1,3-dioxan-4-yl)-1-phenylpropan-1-one CC(=CCCC(C)C1OCCC(O1)CCC(=O)C1=CC=CC=C1)C